4-(4-(pyridine-3-sulfonyl)-3,4-dihydro-2H-pyrido[4,3-b][1,4]oxazin-8-yl)benzonitrile N1=CC(=CC=C1)S(=O)(=O)N1C2=C(OCC1)C(=CN=C2)C2=CC=C(C#N)C=C2